C(C)N1C2=NC(=NC(=C2N=C1SC)N1CCOCC1)N1N=C(C(=C1)C1=CC=CC=C1)OC 4-(9-ethyl-2-(3-methoxy-4-phenyl-1H-pyrazol-1-yl)-8-(methylsulfanyl)-9H-purin-6-yl)morpholine